ClC=1C=C(C#N)C=C(C1)C(C)(C)C1=CC=C(C=C1)OCC1=NC(=NC=C1)N1CCN(CC1)C1CNCC1 3-chloro-5-(2-(4-((2-(4-(pyrrolidin-3-yl)piperazin-1-yl)pyrimidin-4-yl)methoxy)phenyl)propan-2-yl)benzonitrile